C(C)(C)C=1C=C2C=CC=NC2=CC1 6-(isopropyl)quinoline